ClC1=C(C=C(C=C1)F)C1=CC=C(N=N1)NC1C2CN(CC12)CC1=CC=C(C=C1)F trans-N-[6-(2-chloro-5-fluoro-phenyl)pyridazin-3-yl]-3-[(4-fluorophenyl)methyl]-3-azabicyclo[3.1.0]hexane-6-amine